BrC=1C(=C(C=CC1)C1=NN=C(O1)CN1CCOCC1)C 4-((5-(3-bromo-2-methylphenyl)-1,3,4-oxadiazol-2-yl)methyl)morpholine